methyl-sulfonyl-acetophenone CS(=O)(=O)CC(=O)C1=CC=CC=C1